C(CCCCCCC\C=C/CCCCCCCC)C(C(=O)N)CCCCCCCCCCCCCC oleyl-palmitoamide